NC=1N=NC(=CC1C1=CC=C(C=C1)C1=NOC(=C1)C(C(=O)OCC)C(C)C)C1=C(C=CC=C1)O ethyl 2-(3-(4-(3-amino-6-(2-hydroxyphenyl)pyridazin-4-yl)phenyl)isoxazol-5-yl)-3-methylbutanoate